5-(1-(tert-Butoxycarbonyl)piperidin-4-yl)-4-fluoro-3-(prop-1-en-2-yl)-1H-pyrrolo[2,3-c]pyridine-1-carboxylic acid tert-butyl ester C(C)(C)(C)OC(=O)N1C=C(C=2C1=CN=C(C2F)C2CCN(CC2)C(=O)OC(C)(C)C)C(=C)C